ClC1=C(C(=O)NC(C(=O)O)CCOCCCCC2=NC=3NCCCC3C=C2)C(=CC(=C1)Cl)F 2-[(2,4-dichloro-6-fluoro-benzoyl)amino]-4-[4-(5,6,7,8-tetrahydro-1,8-naphthyridin-2-yl)butoxy]butanoic acid